2-(((tert-butoxycarbonyl)amino)methyl-3-fluoroallyl)-1H-pyrrole-3-carboxylic acid C(C)(C)(C)OC(=O)NCC(=CCC=1NC=CC1C(=O)O)F